C1(=CC=CC=C1)N1NC=CN1C(=O)O 2-phenyl-2H-1,2,3-triazole-3-carboxylic acid